ClC1=C(C=C(C=N1)C(=O)OC)F methyl 6-chloro-5-fluoropyridine-3-carboxylate